[2H]C([2H])([2H])N(C/C=C/C(=O)O)C([2H])([2H])[2H] (E)-4-[bis(trideuteromethyl)amino]but-2-enoic acid